OC(=O)C(F)(F)F.N[C@H](C(=O)N)C(C)(C)C (S)-2-amino-3,3-dimethylbutanamide TFA salt